C(C1=CC=CC=C1)NCC1=NN(C=C1)C N-benzyl-1-(1-methyl-1H-pyrazol-3-yl)-methanamin